5-(2,4-difluorophenyl)-N-[2-[6-(isopropylamino)-2-pyridyl]-2-(1-methylpyrazol-4-yl)propyl]isoxazole-3-carboxamide FC1=C(C=CC(=C1)F)C1=CC(=NO1)C(=O)NCC(C)(C=1C=NN(C1)C)C1=NC(=CC=C1)NC(C)C